O(CC)CC oxydiethane